benzyl 4-[2-[(2,4-dimethoxyphenyl)methylamino]-8-(4-methoxycyclohexyl)-7-oxo-pyrido[2,3-d]pyrimidin-6-yl]-8-methyl-2,3-dihydroquinoxaline-1-carboxylate COC1=C(C=CC(=C1)OC)CNC=1N=CC2=C(N1)N(C(C(=C2)N2CCN(C1=C(C=CC=C21)C)C(=O)OCC2=CC=CC=C2)=O)C2CCC(CC2)OC